COC1=C(C=CC=C1)C1CCN(CC1)C1=NC(=NC2=CC=C(C=C12)N(CCC)CCC)N(C)C 4-(4-(2-methoxyphenyl)piperidin-1-yl)-N2,N2-dimethyl-N6,N6-dipropylquinazoline-2,6-diamine